BrC1=CC=CC=2N(C(NC21)=O)C2CCN(CCC2)C(=O)NC2=CC=C(C=C2)I 4-(4-Bromo-2-oxo-2,3-dihydro-1H-1,3-benzodiazol-1-yl)-N-(4-iodophenyl)azepan-1-carboxamide